2-(3,5-dichlorophenyl)benzo[d]oxazole-6-carboxylic acid 5,5-difluoro-1-methylpiperidin-3-yl ester FC1(CC(CN(C1)C)OC(=O)C1=CC2=C(N=C(O2)C2=CC(=CC(=C2)Cl)Cl)C=C1)F